CC1=C(C=CC=C1C1=NN2C(C=CC(=C2)CN2CCCCC2)=N1)C1=CC=CC=C1 (2S)-1-{[2-(2-Methylbiphenyl-3-yl)[1,2,4]triazolo[1,5-a]pyridin-6-yl]methyl}piperidin